C(#N)C=1C=C(CCNC(OC(C)(C)C)=O)C=C(C1OC)OC tert-butyl (3-cyano-4,5-dimethoxyphenethyl)carbamate